ClC=1C(=C(C=CC1)NC1=NC=NC2=CC(=C(C=C12)N)C#CC1[C@@H]2CN(C[C@H]12)C)F N4-(3-chloro-2-fluorophenyl)-7-(((1R,5S,6s)-3-methyl-3-azabicyclo[3.1.0]hexan-6-yl)ethynyl)quinazoline-4,6-diamine